CN1CC(C1)(C)[C@@](C=1C=C(N=NC1)OC1=CC=C(C=C1)CCO)(C1=CC=C(C=C1)C(C)C)O 2-(4-{5-[(R)-(1,3-dimethyl-azetidin-3-yl)-hydroxy-(4-isopropyl-phenyl)-methyl]-pyridazin-3-yloxy}-phenyl)-ethanol